(4aR,8aS)-6-[3-(4-Pyrimidin-2-yloxyphenyl)azetidine-1-carbonyl]-4,4a,5,7,8,8a-hexahydropyrido[4,3-b][1,4]oxazin-3-one N1=C(N=CC=C1)OC1=CC=C(C=C1)C1CN(C1)C(=O)N1C[C@@H]2[C@@H](OCC(N2)=O)CC1